(1S,2S,4R,5R,6R,7S)-N-(5,6-dichloropyridin-3-yl)-7-(2-methoxypyridin-4-yl)-8-oxatricyclo[3.2.1.02,4]octane-6-carboxamide ClC=1C=C(C=NC1Cl)NC(=O)[C@H]1[C@H]2[C@@H]3C[C@@H]3[C@@H]([C@@H]1C1=CC(=NC=C1)OC)O2